FC1(CCC(CC1)NC=1N=CC2=C(N1)NC=C2C=2C=CC=1N(C2)C(=CN1)F)F N-(4,4-difluorocyclohexyl)-5-(3-fluoroimidazo[1,2-a]pyridin-6-yl)-7H-pyrrolo[2,3-d]pyrimidin-2-amine